4-((3ar,5r,6as)-5-(6-chloro-1H-indazol-4-yl)-5-hydroxyhexahydrocyclopenta[c]pyrrole-2-carbonyl)benzonitrile ClC1=CC(=C2C=NNC2=C1)C1(C[C@@H]2[C@@H](CN(C2)C(=O)C2=CC=C(C#N)C=C2)C1)O